1-(4,8-dimethyl-12-methylenecyclododecan-4,8-dien-1-yl)ethanone CC=1CCC(C(CCC=C(CCC1)C)=C)C(C)=O